C(C)(C)(C)C=1N=NC=C(N1)S 3-tert-butyl-1,2,4-triazine-5-thiol